BrC=1N(C=CN1)CC1=NC=C(C=N1)Cl 2-bromo-1-[(5-chloropyrimidin-2-yl)methyl]imidazol